2-bromo-4,4-dimethylcyclohexane-1-enecarbaldehyde BrC1=C(CCC(C1)(C)C)C=O